1-(2-Adamantyl)-3-benzylpyrrolidin-2-one C12C(C3CC(CC(C1)C3)C2)N2C(C(CC2)CC2=CC=CC=C2)=O